2-(2-Nitro-4-(4-(trifluoro-methyl)phenoxy)phenyl)-1,3,4-oxadiazole [N+](=O)([O-])C1=C(C=CC(=C1)OC1=CC=C(C=C1)C(F)(F)F)C=1OC=NN1